2-(2,6-Dioxo-3-piperidyl)-4-(3-hydroxyprop-1-ynyl)isoindoline-1,3-dione O=C1NC(CCC1N1C(C2=CC=CC(=C2C1=O)C#CCO)=O)=O